tert-Butyl 6-amino-4-cyclopropoxy-1',2',3',6'-tetrahydro-[3,4'-bipyridine]-1'-carboxylate NC1=CC(=C(C=N1)C=1CCN(CC1)C(=O)OC(C)(C)C)OC1CC1